indole-4-formic acid N1C=CC=2C(=CC=CC12)C(=O)O